3-(3-cyclopropylisoxazol-5-yl)-3-oxopropionitrile C1(CC1)C1=NOC(=C1)C(CC#N)=O